CO.ClC1=CC=C(C=C1)OP(=O)(O)O 4-chlorophenyl-dihydrogenphosphate-methanol